methyl-N4-(7-{8-methyl-1H,2H,3H-pyrido[2,3-b][1,4]oxazin-7-yl}-5H,6H,7H,8H-pyrido[3,4-d]pyrimidin-2-yl)-N1-[2-(morpholin-4-yl)ethyl]benzene-1,4-diamine CC1=C(C=CC(=C1)NC=1N=CC2=C(N1)CN(CC2)C2=C(C1=C(OCCN1)N=C2)C)NCCN2CCOCC2